C1(CC1)N1C(NCCC1)=O 1-cyclopropyltetrahydropyrimidin-2(1H)-one